Racemic-3-(3,5-dichlorophenyl)-1-(1-(6,7-difluoro-1-oxo-1,2-dihydroisoquinolin-4-yl)ethyl)-1-methylurea ClC=1C=C(C=C(C1)Cl)NC(N(C)[C@H](C)C1=CNC(C2=CC(=C(C=C12)F)F)=O)=O |r|